C1(CC1)CN[C@H]1[C@@H](C1)C1=CC(=C(S1)C)C(=O)NC=1SC(=NN1)C 5-(trans-2-((cyclopropylmethyl)amino)-cyclopropyl)-2-methyl-N-(5-methyl-1,3,4-thiadiazol-2-yl)thiophene-3-carboxamide